BrC1=CC(=C(C#N)C=C1)C(F)F 4-bromo-2-(difluoromethyl)benzonitrile